trimethyl-((3-methyl-oxetan-3-yl)ethynyl)silane (S)-methyl-3-(4'-(4-azidobutoxy)-2'-ethyl-[1,1'-biphenyl]-4-yl)-2-((tert-butoxycarbonyl)amino)propanoate COC([C@H](CC1=CC=C(C=C1)C1=C(C=C(C=C1)OCCCCN=[N+]=[N-])CC)NC(=O)OC(C)(C)C)=O.C[Si](C#CC1(COC1)C)(C)C